C(C)(C)N1N=C(C=C1C1[C@H]2CC(C[C@@H]12)N1CC2(CS(C2)(=O)=O)CC1)C(=C)C(F)(F)F 6-((1R,3r,5S,6r)-6-(1-isopropyl-3-(3,3,3-trifluoroprop-1-en-2-yl)-1H-pyrazol-5-yl)bicyclo[3.1.0]hexan-3-yl)-2-thia-6-azaspiro[3.4]octane 2,2-dioxide